C1(CC1)C1=NN=C2N1N=C(C=C2NCCC2=NC=CC=C2)NC(CC)CC 3-cyclopropyl-N6-(1-ethylpropyl)-N8-[2-(2-pyridyl)ethyl]-[1,2,4]triazolo[4,3-b]pyridazine-6,8-diamine